7-chloro-2-(4-(3-chloropropyloxy)phenyl)-3-methoxy-1-methylquinolin-4(1H)-one ClC1=CC=C2C(C(=C(N(C2=C1)C)C1=CC=C(C=C1)OCCCCl)OC)=O